COC(C=CCCCCC(CCCCCCCCCC)N(C(CCCN(C)C)=O)CCCC\C=C\C(C(=O)OCC)(F)F)=O.C(#C)C1=C2CC(N=C(C2=CC=C1)C=1C=NC2=CC=CC=C2C1)(C)C 3-(5-ethynyl-3,3-dimethyl-3,4-dihydroisoquinolin-1-yl)quinoline methyl-8-[4-(dimethylamino)-N-[(5E)-8-ethoxy-7,7-difluoro-8-oxooct-5-en-1-yl]butanamido]octadecenoate